8-amino-9-(6-chloro-3-hydroxy-2-methylphenyl)-5-methyl-9H-pyrrolo[2,3-c][1,2,4]triazolo[1,5-a]pyridine-7-carboxamide NC1=C(C2=C(C=3N(C(=C2)C)N=CN3)N1C1=C(C(=CC=C1Cl)O)C)C(=O)N